(3-{5-(2-Chloropyrimidin-4-yl)-4-[3-(2,5-difluorobenzenesulfonylamino)-2-fluorophenyl]-thiazol-2-yl}-propyl)-carbamic acid tert-butyl ester C(C)(C)(C)OC(NCCCC=1SC(=C(N1)C1=C(C(=CC=C1)NS(=O)(=O)C1=C(C=CC(=C1)F)F)F)C1=NC(=NC=C1)Cl)=O